C(C1=CC=CC=C1)OC(=O)N1CCC(CC1)CC=C.ClC1=C(C=CC=C1)C(=O)N1B(C2=C(C=N1)C=C(C=C2)C2=CC=CC=C2)O (2-chlorophenyl)-(1-hydroxy-6-phenyl-2,3,1-benzodiazaborinin-2-yl)methanone benzyl-4-allylpiperidine-1-carboxylate